OC(CCCC(=O)O)CCCCCCCCCCCCCCCCCCCCC 5-Hydroxy-hexacosanoic acid